C(C)(C)C1=C(C(=CC=C1)C(C)C)N=[Mo+2](C1=CC=CC=C1)C(C)(C)C 2,6-diisopropylphenylimino-tert-butylphenylmolybdenum (VI)